tert-Butyl N-[(3R,4S)-4-(difluoromethyl)pyrrolidin-3-yl]carbamate FC([C@@H]1[C@H](CNC1)NC(OC(C)(C)C)=O)F